tert-butyl (1-(2-amino-5-(8-(1-methyl-6-(trifluoromethyl)-1H-benzo[d]imidazol-5-yl)indolizine-3-carbonyl)phenyl)pyrrolidin-3-yl)(methyl)carbamate NC1=C(C=C(C=C1)C(=O)C1=CC=C2C(=CC=CN12)C1=CC2=C(N(C=N2)C)C=C1C(F)(F)F)N1CC(CC1)N(C(OC(C)(C)C)=O)C